2-(2-(cyclopropanesulfonylamino)thiazol-4-yl)-N-(2-methoxy-4-(5-methoxypyridin-3-yl)phenyl)-2-methylpropanamide C1(CC1)S(=O)(=O)NC=1SC=C(N1)C(C(=O)NC1=C(C=C(C=C1)C=1C=NC=C(C1)OC)OC)(C)C